C(C=C)(=O)OCCCCCCCCCCCOP(O)(O)=O 11-acryloyloxyundecyl-phosphoric acid